ClCCC[SiH2]C(OC)OC 3-chloropropyl-(dimethoxymethylsilane)